(R)-N1-(1-(3-chlorophenyl)ethyl)-N1-ethylethane-1,2-diamine dihydrochloride Cl.Cl.ClC=1C=C(C=CC1)[C@@H](C)N(CCN)CC